COC(COC1=CC(=C(C=C1)B(O)O)C)=O [4-(2-methoxy-2-oxo-ethoxy)-2-methyl-phenyl]boronic acid